benzyl (7-((1-(2,5-difluoro-4-nitrophenyl)piperidin-4-yl)methyl)-7-azaspiro[3.5]nonan-2-yl)carbamate FC1=C(C=C(C(=C1)[N+](=O)[O-])F)N1CCC(CC1)CN1CCC2(CC(C2)NC(OCC2=CC=CC=C2)=O)CC1